BrC1=CC(=C(C(=O)NC2=CC(=C(C=C2)Br)OC)C=C1F)F 4-bromo-N-(4-bromo-3-methoxy-phenyl)-2,5-difluoro-benzamide